(2R,3R,4R,5S)-2-(hydroxymethyl)-1-(((R)-1-(2-(trifluoromethyl)phenyl)pyrrolidin-3-yl)methyl)piperidine-3,4,5-triol OC[C@H]1N(C[C@@H]([C@H]([C@@H]1O)O)O)C[C@@H]1CN(CC1)C1=C(C=CC=C1)C(F)(F)F